C(=C)N1C(=CC2=CC=CC=C12)C(=O)N1C[C@H]([C@@H](CC1)C(=O)N1CCC(CC1)(O)CN1C=NC2=C(C1=O)C=CN2C)C2=CC=CC=C2 3-{[1-({(3R,4R)-1-[(1-vinyl-1H-indol-2-yl)carbonyl]-3-phenylpiperidin-4-yl}carbonyl)-4-hydroxypiperidin-4-yl]methyl}-7-methyl-3,7-dihydro-4H-pyrrolo[2,3-d]pyrimidin-4-one